2-(6-(5-(difluoromethoxy)-1-((2-(3-fluoro-5-methoxyphenyl)pyrimidin-5-yl)methyl)-1H-Indazole-7-carboxamido)spiro[3.3]heptane-2-yl)acetic acid FC(OC=1C=C2C=NN(C2=C(C1)C(=O)NC1CC2(CC(C2)CC(=O)O)C1)CC=1C=NC(=NC1)C1=CC(=CC(=C1)OC)F)F